BrC=1C=C(SC1)C(C)C1=C2C(=NC(=NC2=CC(=C1OC)OC)C)N [1-(4-bromothiophen-2-yl)ethyl]-6,7-dimethoxy-2-methylquinazolin-4-amine